3-({[1-({3,4-difluoro-2-[(2-fluoro-4-iodophenyl)amino]phenyl}carbonyl)-3-hydroxyazetidin-3-yl]methyl}amino)-1H-pyrazol-5-ol FC=1C(=C(C=CC1F)C(=O)N1CC(C1)(O)CNC1=NNC(=C1)O)NC1=C(C=C(C=C1)I)F